C(CC)C1=C(C=CC(=C1)Br)Br 2-n-propyl-1,4-dibromobenzene